ClC=1C(=NC=CC1C1=C(C(=CC=C1)C1=NC(=C(C=C1)CN1CC2(C1)CCOCC2)OC)Cl)C2=CC(=C(C=C2)CN(C(OC(C)(C)C)=O)C2CCOCC2)OC tert-butyl N-[[4-[3-chloro-4-[2-chloro-3-[6-methoxy-5-(7-oxa-2-azaspiro[3.5]nonan-2-ylmethyl)-2-pyridyl]phenyl]-2-pyridyl]-2-methoxy-phenyl]methyl]-N-tetrahydropyran-4-yl-carbamate